N-{2-[(3aS,6aR)-hexahydro-1H-furo[3,4-b]pyrrol-1-yl]pyrimidin-4-yl}-8-[(2R,3S)-3-(methanesulfonylmeth-yl)-2-methylazetidin-1-yl]-5-(propan-2-yl)-2,6-naphthyridin-3-amine N1([C@@H]2[C@H](CC1)COC2)C2=NC=CC(=N2)NC=2N=CC1=C(C=NC(=C1C2)C(C)C)N2[C@@H]([C@H](C2)CS(=O)(=O)C)C